C1(CC1)C=1N=CN(C1)C1=C2C=C(NC2=CC=C1)C(=O)Cl 4-(4-cyclopropyl-1H-imidazol-1-yl)-1H-indole-2-carbonyl chloride